(R) or (S)-4-(((2,2-difluoroethyl)(methyl)amino)methyl)-N'-((1,2,3,5,6,7-hexahydro-s-indacen-4-yl)carbamoyl)benzenesulfonimidamide FC(CN(C)CC1=CC=C(C=C1)[S@@](=O)(N)=NC(NC1=C2CCCC2=CC=2CCCC12)=O)F |o1:12|